N1=CC=C2OC[C@H](CN21)CS(=O)(=O)[O-] (S)-6,7-dihydro-5H-pyrazolo[5,1-b][1,3]oxazin-6-ylmethanesulfonate